2,3-bis[(trimethylsilyl)oxy]-1-propanethiol C[Si](OC(CS)CO[Si](C)(C)C)(C)C